2-ketopentane O=C(C)CCC